4-(6-chloro-8-fluoro-4-(4-(2-(methylamino)ethyl)-1,4-diazepan-1-yl)-2-((tetra-hydro-1H-pyrrolizin-7a(5H)-yl)methoxy)quinazolin-7-yl)-7-fluorobenzo[d]thiazol-2-amine ClC=1C=C2C(=NC(=NC2=C(C1C1=CC=C(C2=C1N=C(S2)N)F)F)OCC21CCCN1CCC2)N2CCN(CCC2)CCNC